CC1=NC=CC(=C1)CC1CN(C1)C(=O)OC(C)(C)C tert-butyl 3-[(2-methylpyridin-4-yl)methyl]azetidine-1-carboxylate